Cl.S1C(=NC=C1)C(=N)N 2-thiazolecarboxamidine hydrochloride